D-4-hydroxyvaline OCC([C@@H](N)C(=O)O)C